C(#N)C1=CC(=CC(=N1)NC(=O)NC1CC2(CN(C2)C(=O)C2=C3N(N=C2)C=CN3C)C1)C(F)(F)F 1-(6-cyano-4-(trifluoromethyl)pyridin-2-yl)-3-(2-(1-methyl-1H-imidazo[1,2-b]pyrazole-7-carbonyl)-2-azaspiro[3.3]heptan-6-yl)urea